(R,S)-tert-butyl(1-(4-([1,1'-biphenyl]-3-yl)piperazin-1-yl)-3-methoxy-1-oxopropan-2-yl)carbamate C(C)(C)(C)OC(N[C@@H](C(=O)N1CCN(CC1)C=1C=C(C=CC1)C1=CC=CC=C1)COC)=O